(R)-6-(6-cyclopropyl-7-methoxyimidazo[1,2-b]pyridazin-3-yl)-5-fluoro-N-methyl-2-(piperidin-3-ylamino)nicotinamide C1(CC1)C=1C(=CC=2N(N1)C(=CN2)C2=NC(=C(C(=O)NC)C=C2F)N[C@H]2CNCCC2)OC